CC1(OC(C(C(O1)=O)C([C@H](CCC)NC(OC(C)(C)C)=O)=O)=O)C tert-butyl (S)-(1-(2,2-dimethyl-4,6-dioxo-1,3-dioxan-5-yl)-1-oxopentan-2-yl)carbamate